NC1=C(C=2C(=NC=C(C2S1)F)C=1C2=C(C=3C=NC(=NC3C1F)N1CC(CC1)N(C)C1CC1)COC2)C#N 2-Amino-4-(3-(3-(cyclopropyl(methyl)amino)pyrrolidin-1-yl)-5-fluoro-7,9-dihydrofuro[3,4-f]quinazolin-6-yl)-7-fluorothieno[3,2-c]pyridine-3-carbonitrile